5-{4-amino-5-[(4,4-difluoropiperidin-1-yl)methyl]pyrrolo[2,1-f][1,2,4]triazin-7-yl}-2-chloro-N-[(3R,4S)-4-fluoro-1-(1-fluorocyclopropanecarbonyl)pyrrolidin-3-yl]benzamide NC1=NC=NN2C1=C(C=C2C=2C=CC(=C(C(=O)N[C@@H]1CN(C[C@@H]1F)C(=O)C1(CC1)F)C2)Cl)CN2CCC(CC2)(F)F